methyl (S)-2-(chloromethyl)-1-(oxetan-2-ylmethyl)-1H-thieno[2,3-d]imidazole-5-carboxylate ClCC=1N(C2=C(N1)SC(=C2)C(=O)OC)C[C@H]2OCC2